5-((7-((4'-chloro-5,5-dimethyl-3,4,5,6-tetrahydro-[1,1'-biphenyl]-2-yl)Methyl)-2,7-diazaspiro[3.5]nonan-2-yl)methyl)-2-(2,6-dioxopiperidin-3-yl)isoindoline ClC1=CC=C(C=C1)C1=C(CCC(C1)(C)C)CN1CCC2(CN(C2)CC=2C=C3CN(CC3=CC2)C2C(NC(CC2)=O)=O)CC1